CN(C1=CC=C(C=C1)C(C(=O)N)C1=CC=C(C=C1)C1=CC=2N(C=C1)N=CN2)C [4-(Dimethylamino)phenyl]-2-[4-([1,2,4]triazolo[1,5-a]pyridin-7-yl)phenyl]acetamide